IC=1C=NN(C1)CCOC 4-iodo-1-(2-methoxyethyl)-pyrazole